BrC1=CC=C(C(=O)NC=C(Cl)Cl)C=C1 4-bromo-N-(2,2-dichlorovinyl)benzamide